(1aR,5aR)-2-(5-Propyl-pyridin-2-yl)-1a,2,5,5a-tetrahydro-1H-2,3-diaza-cyclopropa[a]pentalene-4-carboxylic acid (2-hydroxy-1,1-dimethyl-ethyl)-amide OCC(C)(C)NC(=O)C=1C=2C[C@@H]3[C@H](C2N(N1)C1=NC=C(C=C1)CCC)C3